FC=1C=CC(=NC1)C=1C=C2N(N1)CC(C2)(C)C 2-(5-fluoro-2-pyridinyl)-5,5-dimethyl-4,6-dihydropyrrolo[1,2-b]Pyrazole